3-(3-Hydroxy-5-(3-phenoxyphenyl)pyridinecarboxamido)-2,2-dimethylpropionic acid OC=1C(=NC=C(C1)C1=CC(=CC=C1)OC1=CC=CC=C1)C(=O)NCC(C(=O)O)(C)C